BrC=1C=C(C(=NC1)OC)OCCOC 5-Bromo-2-methoxy-3-(2-methoxyethoxy)pyridine